C(C)(C)(C)OC(=O)N1C(CCC1)CC1=CC(=CC(=C1)OC)F 2-(3-fluoro-5-methoxybenzyl)pyrrolidine-1-carboxylic acid tert-butyl ester